N-(3-(3-((2,6-Dioxopiperidin-3-yl)amino)-4-methoxyphenyl)prop-2-yn-1-yl)-5-(8-(7-isopropyl-1,3-dimethyl-2-oxo-2,3-dihydro-1H-benzo[d]imidazol-5-yl)isoquinolin-3-yl)picolinamide O=C1NC(CCC1NC=1C=C(C=CC1OC)C#CCNC(C1=NC=C(C=C1)C=1N=CC2=C(C=CC=C2C1)C1=CC2=C(N(C(N2C)=O)C)C(=C1)C(C)C)=O)=O